N-[3-Fluoro-4-[[7-(2-methoxyethoxy)-1,5-naphthyridin-4-yl]oxy]phenyl]-1-(4-fluorophenyl)-6-methyl-2-oxopyridine-3-carboxamide FC=1C=C(C=CC1OC1=CC=NC2=CC(=CN=C12)OCCOC)NC(=O)C=1C(N(C(=CC1)C)C1=CC=C(C=C1)F)=O